O=S1(N(CC(N1)=O)C=1C(=C(C=CC1O)C1=CC(=NN1)C1C(C1)C#N)F)=O 2-(5-(3-(1,1-dioxido-4-oxo-1,2,5-thiadiazolidin-2-yl)-2-fluoro-4-hydroxyphenyl)-1H-pyrazol-3-yl)cyclopropane-1-carbonitrile